FC=1C=C(OC=2C=CC=C3CC(C(N(C23)C)=O)NC(=O)N)C=CC1 (8-(3-Fluorophenoxy)-1-methyl-2-oxo-1,2,3,4-tetrahydroquinolin-3-yl)urea